4-(methyl)benzene-1,2-diamine CC=1C=C(C(=CC1)N)N